2-ethylhexyl 3-mercaptopropanoate SCCC(=O)OCC(CCCC)CC